COC(CC(=O)C=1SC=C(C1)C1=CNC2=CC=C(C=C12)OC)=O 3-(4-(5-methoxy-1H-indol-3-yl)thiophen-2-yl)-3-oxopropanoic acid methyl ester